2-(2-isopropylphenyl)-1-nitrosopyrrolidine-2,5,5-d3 C(C)(C)C1=C(C=CC=C1)C1(N(C(CC1)([2H])[2H])N=O)[2H]